N-(2-amino-8-(4,4-difluoropiperidin-1-yl)quinazolin-6-yl)-4-bromo-2-(6-azaspiro[2.5]oct-6-yl)benzamide NC1=NC2=C(C=C(C=C2C=N1)NC(C1=C(C=C(C=C1)Br)N1CCC2(CC2)CC1)=O)N1CCC(CC1)(F)F